C(CCC)OC(CCCCCC\C=C/CCO)OCCCC (3Z)-11,11-dibutoxy-3-undecene-1-ol